O=C(CCCN1N=C2C(=CC=CC2=C1)C(=O)N)N1CCN(CC1)C1=NC=C(C=C1)C(F)(F)F 2-(4-Oxo-4-(4-(5-(trifluoromethyl)pyridin-2-yl)piperazin-1-yl)butyl)-2H-indazole-7-carboxamide